FC=1C=CC(=C(C#N)C1)N1CCN(CC1)C(CCC=1NC(C2=C(C=CC(=C2C1)C)F)=O)=O 5-fluoro-2-(4-(3-(8-fluoro-5-methyl-1-oxo-1,2-dihydroisoquinolin-3-yl)propanoyl)piperazin-1-yl)benzonitrile